4-[6-(2-chloro-5-methyl-phenyl)-3-hydroxy-pyridin-2-yl]-4-oxo-butyric acid ethyl ester C(C)OC(CCC(=O)C1=NC(=CC=C1O)C1=C(C=CC(=C1)C)Cl)=O